C1(=CC=CC=C1)C1=NC2=C3N=CC=CC3=CC=C2C(=C1)C1=CC=C(C=C1)C1=CC(=NC2=C3N=CC=CC3=CC=C12)C1=CC=CC=C1 1,4-bis(2-phenyl-1,10-phenanthroline-4-yl)benzene